(Z)-5-((4-(N'-hydroxycarbamimidoyl)benzyl)amino)-2-(piperidin-1-yl)-N-(p-tolyl)benzamide O\N=C(/N)\C1=CC=C(CNC=2C=CC(=C(C(=O)NC3=CC=C(C=C3)C)C2)N2CCCCC2)C=C1